thioinosine [C@@H]1([C@H](O)[C@H](O)[C@@H](CO)O1)N1C=NC=2C(S)=NC=NC12